6-(4-Aminobutyl)-N-(2,6-dioxopiperidin-3-yl)picolinamide NCCCCC1=CC=CC(=N1)C(=O)NC1C(NC(CC1)=O)=O